BrC1=CSC=2C=NNC(C21)=O 3-Bromothieno[2,3-d]pyridazin-4(5H)-one